Butylen glycol C(CCCO)O